2,2,3,3,4,4,5,5,6,6,7,7-dodecafluorooctane-1,8-diyl diacrylate C(C=C)(=O)OCC(C(C(C(C(C(COC(C=C)=O)(F)F)(F)F)(F)F)(F)F)(F)F)(F)F